CC1=C(C=CC(=C1)N(C1=CC=CC=C1)C1=CC=CC2=CC=CC=C12)C1=C(C=C(C=C1)N(C1=CC=CC=C1)C1=CC=CC2=CC=CC=C12)C 2,2'-dimethyl-N,N'-bis-1-naphthyl-N,N'-diphenyl-[1,1'-biphenyl]-4,4'-diamine